N-(3-((2-((1-methyl-1H-pyrazol-4-yl)amino)-5-((N-phenylacetamido)methyl)pyrimidin-4-yl)amino)phenyl)acrylamide CN1N=CC(=C1)NC1=NC=C(C(=N1)NC=1C=C(C=CC1)NC(C=C)=O)CN(C(C)=O)C1=CC=CC=C1